Cl.CN(C)C trimethylamine-HCL